[Cu].[Zn].[Sn] tin-zinc copper